C(C1=CC=CC=C1)OC1=NC(=CC=C1NC=1C(=C(C=CC1)C1CCN(CC1)C(=O)OC(C)(C)C)F)OCC1=CC=CC=C1 tert-butyl 4-[3-[(2,6-dibenzyloxy-3-pyridyl)amino]-2-fluoro-phenyl]piperidine-1-carboxylate